N-[3-[2-(difluoromethoxy)-5-[1-[(3-hydroxyazetidin-3-yl)methyl]pyrazol-4-yl]oxy-phenyl]-1-methyl-pyrazol-4-yl]pyrazolo[1,5-a]pyrimidine-3-carboxamide FC(OC1=C(C=C(C=C1)OC=1C=NN(C1)CC1(CNC1)O)C1=NN(C=C1NC(=O)C=1C=NN2C1N=CC=C2)C)F